tert-butyl 4-[6-(2-cyano-3,6-difluoro-phenoxy)-4-oxo-quinazolin-3-yl]-1-oxa-9-azaspiro[5.5]undecane-9-carboxylate C(#N)C1=C(OC=2C=C3C(N(C=NC3=CC2)C2CCOC3(C2)CCN(CC3)C(=O)OC(C)(C)C)=O)C(=CC=C1F)F